2-chloro-3-(chloromethyl)-5-isopropylpyridine ClC1=NC=C(C=C1CCl)C(C)C